COC=1C=C(C=C(C1)OC)C#CC1=NN(C2=C1C(=NC=C2C)N)[C@@H]2CNCC2 (S)-3-((3,5-Dimethoxyphenyl)ethynyl)-7-methyl-1-(pyrrolidin-3-yl)-1H-pyrazolo[4,3-c]pyridin-4-amine